acetyl-4-acetoxybiphenyl C(C)(=O)C1=C(C=CC(=C1)OC(C)=O)C1=CC=CC=C1